5-((1-(difluoromethyl)-1H-pyrazol-4-yl)ethynyl)nicotinic acid FC(N1N=CC(=C1)C#CC=1C=NC=C(C(=O)O)C1)F